6-tert-butyl-10-methoxy-9-[2-(1-methoxyethyl)thiazol-5-yl]-2-oxo-6,7-dihydro-2H-pyrido[2,1-a]Isoquinoline-3-carboxylic acid ethyl ester C(C)OC(=O)C=1C(C=C2N(C(CC3=CC(=C(C=C23)OC)C2=CN=C(S2)C(C)OC)C(C)(C)C)C1)=O